FC1=CC=C(C=C1)C(N1C[C@](CC1)([C@@H](C)O)CCC1=CC=C(C#N)C=C1)C=1C=NC=CC1 |o1:13| 4-(2-((3S)-1-((4-fluorophenyl)(pyridin-3-yl)methyl)-3-((R or S)-1-hydroxyethyl)pyrrolidin-3-yl)ethyl)benzonitrile